[Bi].[In].[Ga].[Sn] tin gallium indium bismuth